BrC=1C=C2C(=NN(C2=CC1)C1=CC=C(C=C1)C(F)(F)F)I 5-Bromo-3-iodo-1-(4-(trifluoromethyl)phenyl)-1H-indazole